2-(pyrrolidine-1-yl)benzamide N1(CCCC1)C1=C(C(=O)N)C=CC=C1